C(C1=CC=CC=C1)OC1=CC=C2C(=C(C=NC2=C1)C(=O)C1=CC=C(C=C1)OC(F)(F)F)Cl (7-(benzyloxy)-4-chloroquinolin-3-yl)(4-(trifluoromethoxy)phenyl)methanone